C(C1CO1)C=1C(=C(C(=C(C1)O)CC1CO1)N)CC1CO1 triglycidyl-3-aminophenol